The molecule is an acyl-CoA resulting from the formal condensation of the thiol group of coenzyme A with the carboxylic acid group of 5-hydroxypentanoic acid. It derives from a pentanoyl-CoA and a 5-hydroxypentanoic acid. It is a conjugate acid of a 5-hydroxypentanoyl-CoA(4-). CC(C)(COP(=O)(O)OP(=O)(O)OC[C@@H]1[C@H]([C@H]([C@@H](O1)N2C=NC3=C(N=CN=C32)N)O)OP(=O)(O)O)[C@H](C(=O)NCCC(=O)NCCSC(=O)CCCCO)O